dineooctyl phthalate C(C=1C(C(=O)OCCCCC(C)(C)C)=CC=CC1)(=O)OCCCCC(C)(C)C